2-[[1-(6-methyl-5H-pyrrolo[3,2-d]pyrimidin-4-yl)piperidin-4-yl]methyl]-6-pyrazol-1-ylpyridazin-3-one CC1=CC=2N=CN=C(C2N1)N1CCC(CC1)CN1N=C(C=CC1=O)N1N=CC=C1